4-(bromomethyl)-1-naphthalenecarbonitrile BrCC1=CC=C(C2=CC=CC=C12)C#N